5-(3-{2-bromo-4-[3-(dimethylamino)prop-1-yn-1-yl]phenoxy}propyl)-1,3-thiazole-4-carboxylic acid BrC1=C(OCCCC2=C(N=CS2)C(=O)O)C=CC(=C1)C#CCN(C)C